(S)-2-((tert-butoxycarbonyl)(methyl-d3)amino)pent-4-enoic acid C(C)(C)(C)OC(=O)N([C@H](C(=O)O)CC=C)C([2H])([2H])[2H]